1-([1,1'-biphenyl]-2-yl)-5-methyl-N-(quinolin-2-yl)-1H-1,2,3-triazole-4-carboxamide C1(=C(C=CC=C1)N1N=NC(=C1C)C(=O)NC1=NC2=CC=CC=C2C=C1)C1=CC=CC=C1